6-(3-Methoxyphenyl)-N4-(naphthalen-2-ylmethyl)pyrimidine-2,4-diamine COC=1C=C(C=CC1)C1=CC(=NC(=N1)N)NCC1=CC2=CC=CC=C2C=C1